COC1CC(N(CC1)C(=O)OC(C)(C)C)C1=CC=CC=C1 tert-butyl 4-methoxy-2-phenyl-piperidine-1-carboxylate